ClC1=NC=2N(C(=C1)N(C(OC(C)(C)C)=O)CC1=CC=C(C=C1)C1=NC=CC=C1)N=CC2CC tert-butyl (5-chloro-3-ethylpyrazolo[1,5-a]pyrimidin-7-yl)(4-(pyridin-2-yl)benzyl)carbamate